NC1=NN2C(N=C(C=C2)C=2C=C3CN(C(C3=C(C2)OC(F)(F)F)=O)[C@@H](C)C2CC2)=C1C(=O)NC=1C=NC=C(C1)F 2-amino-5-{2-[(1S)-1-cyclopropylethyl]-1-oxo-7-(trifluoromethoxy)-2,3-dihydro-1H-isoindol-5-yl}-N-(5-fluoropyridin-3-yl)pyrazolo[1,5-a]pyrimidine-3-carboxamide